3-[3-(2,6-dimethoxyphenyl)-1H-pyrrolo[2,3-b]pyridin-6-yl]-1-[2-(piperazin-1-yl)ethyl]urea COC1=C(C(=CC=C1)OC)C1=CNC2=NC(=CC=C21)NC(NCCN2CCNCC2)=O